BrCC=1C=C(CCCP(O)(O)(C)OCCCC2=NN=C(N2C=2C=NC=CC2)SC)C=CC1 3-(5-(methylthio)-4-(pyridin-3-yl)-4H-1,2,4-triazol-3-yl)propan-1-ol (3-(bromomethyl)benzyl)(methyl)ethyl-phosphite